C1N(CC2(C3=CC=CC=C13)CC2)C(=O)[O-] 1'H-spiro[cyclopropane-1,4'-isoquinoline]-2'(3'H)-carboxylate